C(C)(C)(C)C=1C=C(C=C(C1O)C(C)(C)C)CCC(=O)NCCCNC(CCC1=CC(=C(C(=C1)C(C)(C)C)O)C(C)(C)C)=O N,N'-bis(3,5-di-t-butyl-4-hydroxyphenylpropionyl)trimethylenediamine